((3-bromo-5-iodobenzyl)oxy)(tert-butyl)dimethylsilane BrC=1C=C(CO[Si](C)(C)C(C)(C)C)C=C(C1)I